tert-butyl 7-fluoro-1,3-dihydro-2H-benzo[c]azepin-2-carboxylate FC1=CC2=C(CN(CC=C2)C(=O)OC(C)(C)C)C=C1